Boc-L-glutamic acid 5-benzyl ester C(C1=CC=CC=C1)OC(CC[C@H](NC(=O)OC(C)(C)C)C(=O)O)=O